ClC=1C(N(N=CC1Cl)C1CC(NCC1)=O)=O 4,5-dichloro-2-(2-oxo-4-piperidyl)pyridazin-3-one